N12C=CC(CC1)C2.[Li] lithium azanorbornene